3-(3,5-Dichloropyridin-4-yl)-7-((4-(4-methylpiperazin-1-yl)phenyl)amino)-2,3-dihydro-4H-pyrimido[5,4-e][1,3]oxazin-4-one ClC=1C=NC=C(C1N1COC2=C(C1=O)C=NC(=N2)NC2=CC=C(C=C2)N2CCN(CC2)C)Cl